C(C)C=1C(=NC2=CC=CC=C2C1)C1=CC=C(COC2=NN(C=C2C=2C=CC(N(C2)C)=O)C)C=C1 5-(3-{[4-(3-ethylquinolin-2-yl)benzyl]oxy}-1-methyl-1H-pyrazole-4-yl)-1-methylpyridine-2(1H)-one